COCCOCC1(CC=C(C=C1)C1=CC=CC=C1)C(C)(C)NC(OC1CN2CCC1CC2)=O Quinuclidin-3-yl (2-(4-((2-methoxyethoxy)methyl)-[1,1'-biphenyl]-4-yl)propan-2-yl)carbamate